The molecule is a benzochromenone that is 6H-dibenzo[b,d]pyran substituted by an oxo group at position 6. It has a role as a plant metabolite. C1=CC=C2C(=C1)C3=CC=CC=C3OC2=O